CCC[SiH2]C(OC)OC 2-methyl-ethyl-dimethoxymethylsilane